6-[[5-(5-tert-butyl-1,3,4-oxadiazol-2-yl)-4-[[(1S)-2-hydroxy-1-phenyl-ethyl]amino]-pyrimidin-2-yl]amino]-3,4-dihydro-2H-isoquinolin-1-one C(C)(C)(C)C1=NN=C(O1)C=1C(=NC(=NC1)NC=1C=C2CCNC(C2=CC1)=O)N[C@H](CO)C1=CC=CC=C1